CC1(C(N(C(C1)=O)O)=O)CC 3-methyl-3-ethyl-1-hydroxy-pyrrolidine-2,5-dione